COC(C(NC1=CC=C(C=C1)OC)C1=CC=C(C=C1)C(F)(F)F)=O (4-trifluoromethylphenyl)-(4-methoxyanilino)acetic acid methyl ester